2,5-bis(3-aminophenyl)-3,3,4-thiadiazole NC=1C=C(C=CC1)C1=CC(=NN1)C1=CC(=CC=C1)N